ClC1=CC=C(C=C1)[C@H]1C[C@@H](CO1)C1=NOC(=N1)CN1N=CC2=C(C1=O)N(N=N2)C 5-((3-((3R,5R)-5-(4-chlorophenyl)tetrahydro-furan-3-yl)-1,2,4-oxadiazol-5-yl)methyl)-3-methyl-3,5-dihydro-4H-[1,2,3]triazolo[4,5-d]pyridazin-4-one